C(#N)C1=CC=C(C=C1)NC(=O)C=1C=CC(=C(C1)NC(=O)C1=NN(C2=CC=CC=C12)CC(F)(F)F)N1CCCCC1 N-(5-((4-cyanophenyl)carbamoyl)-2-(piperidin-1-yl)phenyl)-1-(2,2,2-trifluoroethyl)-1H-indazole-3-carboxamide